N-methyl-3-piperidylmethylamine CNCC1CNCCC1